O1C(CCCC1)OCC#CC[C@H](CCC=C)O (5S)-9-((tetrahydro-2H-pyran-2-yl)oxy)non-1-en-7-yn-5-ol